4-methoxy-2-vinyl-aniline COC1=CC(=C(N)C=C1)C=C